CC(C)CCCC(C)C1CCC2(C1(CC(=O)C3=C2C(=O)CC4C3(CCC(C4(C)C)OC(=O)C)C)C)C 7,11-Dioxolanost-8-en-3-yl acetate